COP(=O)(OC)CC(=O)OC methyl 2-(dimethoxyphosphoryl)acetate